5-isopentyl-1,2,4-oxadiazol-3-amine C(CC(C)C)C1=NC(=NO1)N